4,4'-(1-phenylethylene)bisphenol C1(=CC=CC=C1)C(CC1=CC=C(C=C1)O)C1=CC=C(C=C1)O